C(C)OC(=O)C1=C(N=C(S1)C1=CC2=C(S1)C=C(C=C2C#N)OC(C)C)C 2-(4-cyano-6-isopropoxybenzo[b]thiophen-2-yl)-4-methylthiazole-5-carboxylic acid ethyl ester